tert-butyl 4-[[4-(methylamino)-2-methylsulfanyl-pyrimidin-5-yl]methylamino]-3-phenyl-piperidine-1-carboxylate CNC1=NC(=NC=C1CNC1C(CN(CC1)C(=O)OC(C)(C)C)C1=CC=CC=C1)SC